C(#N)C(=CC1=CC=C(C=C1)OC)C1=C(C=C(C(=C1)OC)C(=CC1=CC=C(C=C1)OC)C#N)OC 1,4-bis-(α-cyano-4-methoxystyryl)-2,5-dimethoxybenzene